C1(=CC=CC=C1)CCCCC(=O)N[C@@H](C)C(=O)N1[C@@H](CCC1)C(=O)N (2S)-1-((5-phenylpentanoyl)alanyl)pyrrolidine-2-carboxamide